N-(3-(2-((4-(piperidin-1-yl)phenyl)amino)quinazolin-8-yl)phenyl)acrylamide N1(CCCCC1)C1=CC=C(C=C1)NC1=NC2=C(C=CC=C2C=N1)C=1C=C(C=CC1)NC(C=C)=O